P(O)(O)(=S)O[C@H]1C[C@@H](O[C@@]1(CO)OC)N1C(=O)N=C(N)C=C1 4'-methoxy-2'-deoxycytidine-3'-phosphorothioate